NCCCCN1N=NC(=C1)COC=1C=C(C=C2C(N(CC12)C1C(NC(CC1)=O)=O)=O)S(=O)(=O)F 7-[[1-(4-aminobutyl)triazol-4-yl]methoxy]-2-(2,6-dioxo-3-piperidyl)-3-oxo-isoindoline-5-sulfonyl fluoride